(Z)-8-dodecene acetate C(C)(=O)O.CCCCCCC\C=C/CCC